(2R,3S)-7-dimethylphosphoryl-2-[(5R)-5H-imidazo[1,5-b]isoindol-5-yl]-7-azaspiro[3.5]nonan-3-ol CP(=O)(C)N1CCC2([C@H]([C@H](C2)[C@H]2N3C(C=4C=CC=CC24)=CN=C3)O)CC1